2-benzyl-5-phenyl-2H-tetrazole C(C1=CC=CC=C1)N1N=C(N=N1)C1=CC=CC=C1